C(C1=CC=CC=C1)OC(=O)N1CC2=CC=C(C=C2CC1)C=1CCN(CC1)C1=C(C=C(C=C1)NC1C(NC(CC1)=O)=O)C(F)(F)F 6-[1-[4-[(2,6-dioxo-3-piperidyl)amino]-2-(trifluoromethyl)phenyl]-3,6-dihydro-2H-pyridin-4-yl]-3,4-dihydro-1H-isoquinoline-2-carboxylic acid benzyl ester